3-pyrrolidin-1-yl-but-2-enoic acid ethyl ester C(C)OC(C=C(C)N1CCCC1)=O